(2R,3R,4S,5R)-2-(4-((3-ethynylphenyl)amino)-3-iodo-1H-pyrazolo[3,4-d]pyrimidin-1-yl)-5-(hydroxymethyl)tetrahydrofuran-3,4-diol C(#C)C=1C=C(C=CC1)NC1=C2C(=NC=N1)N(N=C2I)[C@@H]2O[C@@H]([C@H]([C@H]2O)O)CO